3-[2-Benzenesulfonamido-2-(6-methoxy-1,3-benzothiazol-2-yl)ethyl]benzene-1-carboximidamide C1(=CC=CC=C1)S(=O)(=O)NC(CC=1C=C(C=CC1)C(N)=N)C=1SC2=C(N1)C=CC(=C2)OC